ClC1=C(C=C(C=C1)\C=N\N(C1=NS(C2=C1C=C(C=C2)O)(=O)=O)CC(C)C)OC 3-[[(E)-(4-chloro-3-methoxy-phenyl)methyleneamino]-isobutyl-amino]-1,1-dioxo-1,2-benzothiazol-5-ol